ethyl 5-methyl-3-(1-methyl-1H-pyrazol-4-yl)-4-oxo-4,5-dihydro-3H-pyrrolo[2,3-c]quinoline-1-carboxylate CN1C(C2=C(C=3C=CC=CC13)C(=CN2C=2C=NN(C2)C)C(=O)OCC)=O